C(CCCCC)OC1=C(C(=C(O)C(=C1)C)C)C L-O-hexyl-2,3,5-trimethylhydroquinone